C(CNC(=N)NC(=N)N)NC(=N)NC(=N)N ethylenebisbiguanide